N-(5-bromoacetamidylpentyl)acrylamide ethyl-6-oxooctahydro-3,7-methanoindolizine-5-carboxylate hydrochloride Cl.C(C)OC(=O)C1N2C3CCC2CC(C1=O)C3.BrCC(=O)NCCCCCNC(C=C)=O